2-(2-(oxetan-3-yl)ethyl)-3-((5-(trifluoromethyl)pyridin-2-yl)methyl)naphthalene-1,4-dione O1CC(C1)CCC=1C(C2=CC=CC=C2C(C1CC1=NC=C(C=C1)C(F)(F)F)=O)=O